CN1C(C2C3C=CC(C2C1=O)C3)=O 4-methyl-4-aza-tricyclo[5.2.1.02,6]-8-decene-3,5-dione